N-(5-(N-methylsulfamoyl)-2-(3-(trifluoromethyl)phenoxy)phenyl)acrylamide CNS(=O)(=O)C=1C=CC(=C(C1)NC(C=C)=O)OC1=CC(=CC=C1)C(F)(F)F